N-(3-(benzylthio)-5-bromophenyl)-3-oxobutanamide C(C1=CC=CC=C1)SC=1C=C(C=C(C1)Br)NC(CC(C)=O)=O